methyl 5-bromo-3-[(2,2,2-trichloroacetyl)carbamoylamino]-6-(trifluoromethyl)pyridine-2-carboxylate BrC=1C=C(C(=NC1C(F)(F)F)C(=O)OC)NC(NC(C(Cl)(Cl)Cl)=O)=O